CN(NC(=O)O[C@H]1C[C@H](CC1)C1=CC(=NN1)N)CC(F)(F)F (1R,3S)-3-(3-amino-1H-pyrazol-5-yl)cyclopentyl 2-methyl-2-(2,2,2-trifluoroethyl)hydrazine-1-carboxylate